C12CC(CC2C1)OC1=C(C=C(C=C1F)NC(=O)C=1N=C(OC1CC(F)(F)F)N1CC2(COC2)CC1)F N-(4-{cis-bicyclo[3.1.0]hexan-3-yloxy}-3,5-difluorophenyl)-2-{2-oxa-6-azaspiro[3.4]octan-6-yl}-5-(2,2,2-trifluoroethyl)oxazole-4-carboxamide